5-allylmercapto-[1,3,4]thiadiazol-2-amine C(C=C)SC1=NN=C(S1)N